23-{[4-(2,4,4-trimethyl-2-pentanyl)cyclohexyl]oxy}-3,6,9,12,15,18,21-heptaoxatricosan-1-ol CC(C)(CC(C)(C)C)C1CCC(CC1)OCCOCCOCCOCCOCCOCCOCCOCCO